3-(4-[[4,5-dichloro-2-(prop-2-en-1-yloxy)phenyl][(2-methylpropane-2-sulfinyl)amino]methyl]piperidin-1-yl)propanamide ClC1=CC(=C(C=C1Cl)C(C1CCN(CC1)CCC(=O)N)NS(=O)C(C)(C)C)OCC=C